N[C@@H](C)C(=O)NCC(=O)N(C1C2CCC(C1C1=CC=CC=C1)C2)CC N-(Alanyl-glycyl)-(-)-N-ethyl-3-phenylbicyclo[2.2.1]heptan-2-amine